[Cr].[Al].[Zn].[Cu] copper-zinc-aluminum-chromium